tricosan-12-yl L-alaninate N[C@@H](C)C(=O)OC(CCCCCCCCCCC)CCCCCCCCCCC